tert-butyldimethyl(pent-4-yn-1-yloxy)silane C(C)(C)(C)[Si](OCCCC#C)(C)C